tert-butyl (3R)-3-(4-bromophenoxy)piperidine-1-carboxylate BrC1=CC=C(O[C@H]2CN(CCC2)C(=O)OC(C)(C)C)C=C1